1-(2-methyl-2H-pyrazolo[3,4-b]pyridin-5-yl)-2-(triphenylphosphoranylidene)ethanone CN1N=C2N=CC(=CC2=C1)C(C=P(C1=CC=CC=C1)(C1=CC=CC=C1)C1=CC=CC=C1)=O